tris(tert-butylamide) trimesate C(C1=CC(C(=O)[O-])=CC(C(=O)[O-])=C1)(=O)[O-].C(C)(C)(C)[NH-].C(C)(C)(C)[NH-].C(C)(C)(C)[NH-]